OC=1C=C(C=CC1)[C@@H]1N(C[C@H](N(C1)C(C(C)C)=O)C)C(=O)OC(C)(C)C tert-butyl (2S,5R)-2-(3-hydroxyphenyl)-5-methyl-4-(2-methylpropanoyl)piperazine-1-carboxylate